4-phenyl-4H,5H-pyran C1(=CC=CC=C1)C1C=COCC1